(S)-1-(5-chloro-2-fluorophenyl)-3-(1-(4-(2,6-dioxopiperidin-3-yl)-5-fluoro-2,3-dihydrobenzofuran-7-yl)azetidin-3-yl)urea ClC=1C=CC(=C(C1)NC(=O)NC1CN(C1)C1=CC(=C(C=2CCOC21)[C@H]2C(NC(CC2)=O)=O)F)F